O/C(/C(=O)O)=C\C=C(\C(=O)O)/CC(=O)O 2-hydroxy-5-carboxymethyl-muconic acid